CC1(C(C1(C)C)C(=O)NC1=NC=C(C=C1)C1=NN(N=C1)C)C 2,2,3,3-tetramethyl-N-[5-(2-methyltriazol-4-yl)-2-pyridinyl]cyclopropanecarboxamide